(4-bromophenyl)bis(benzopyrrol-2-yl)phosphorus oxide BrC1=CC=C(C=C1)P(C=1NC2=C(C1)C=CC=C2)(C=2NC1=C(C2)C=CC=C1)=O